C(C)(C)(C)OC(=O)N1C(CC1)N1CCNCC1 piperazin-1-yl-azetidine-1-carboxylic acid tert-butyl ester